butyraldehyde dimethyl hydrazone CN(N=CCCC)C